9,10-dihydro-anthracene-2-ol C1=C(C=CC=2CC3=CC=CC=C3CC12)O